CC1N(CCC=C1)C(=O)OCC1=CC=CC=C1 benzyl 2-methyl-5,6-dihydropyridine-1(2H)-carboxylate